OC(CN(CCCC(=O)O)CC(CCCCCCCCCC)O)CCCCCCCCCC 4-(bis(2-hydroxydodecyl)amino)butanoic acid